[Si](C)(C)(C(C)(C)C)OCC1CN(CCC1O)C(=O)OC(C)(C)C tert-butyl 3-[[tert-butyl(dimethyl)silyl]oxymethyl]-4-hydroxy-piperidine-1-carboxylate